FC(C=1C=CC=2N(N1)C(=CN2)C2=CC(=NC=N2)N2C[C@@H](OCC2)C(C)NS(=O)(=O)C)F N-(1-((R)-4-(6-(6-(Difluoromethyl)imidazo[1,2-b]pyridazin-3-yl)pyrimidin-4-yl)morpholin-2-yl)ethyl)methanesulfonamide